(rac)-((1s,3s)-3-Hydroxy-3-methylcyclobutyl)(6-(4-methylbenzyl)-2-azaspiro[3.4]octan-2-yl)methanone OC1(CC(C1)C(=O)N1CC2(C1)C[C@H](CC2)CC2=CC=C(C=C2)C)C |r|